(2R)-2-methylpyrrolidine-1-carboxylic acid tert-butyl ester C(C)(C)(C)OC(=O)N1[C@@H](CCC1)C